(+)-glyceric acid C(C(O)CO)(=O)O